[Ti+4].[S-2].[V+5] vanadium sulphide titanium